C(C)(C)NC(O[C@H]1C[C@H](CC1)C1=CC(=NN1)NC(COC1=C(C(=CC(=C1)OC)O)/C=N/CCC1=CC=CC=C1)=O)=O (1R,3S)-3-(3-(2-(3-hydroxy-5-methoxy-2-((E)-(phenethylimino)methyl)phenoxy)acetamido)-1H-pyrazol-5-yl)cyclopentyl isopropylcarbamate